3-(4-chlorophenyl)propyl 5-chloro-6-piperazin-1-yl-pyridine-3-carboxylate hydrochloride Cl.ClC=1C=C(C=NC1N1CCNCC1)C(=O)OCCCC1=CC=C(C=C1)Cl